3-(1,3-dioxolan-2-yl)-1-(3-methyloxetane-3-yl)propan-1-one O1C(OCC1)CCC(=O)C1(COC1)C